BrC(C(=O)OCC)C(=O)C1=CC=C(C=C1)Br ethyl 2-bromo-3-(4-bromophenyl)-3-oxopropanoate